CC1(OCC[C@@H](C1)C=1C=C2C=C(N(C2=CC1)C1(C2COCC12)C1=NOC(N1)=C=O)C(=O)O)C 5-((S)-2,2-dimethyltetrahydro-2H-pyran-4-yl)-1-(6-(5-carbonyl-4,5-dihydro-1,2,4-oxadiazol-3-yl)-3-oxabicyclo[3.1.0]hexane-6-yl)-1H-indole-2-carboxylic acid